C1(CC1)CN1C(=CC2=CC=CC=C12)C1=NC2=C(N1CC=1C=NN(C1)C)C(=CC(=C2)C(=O)O)OC 2-(1-(cyclopropylmethyl)-1H-indol-2-yl)-7-methoxy-1-((1-methyl-1H-pyrazol-4-yl)methyl)-1H-benzo[d]imidazole-5-carboxylic acid